(4-methoxyphenyl)-1,3-dioxan-5-ol COC1=CC=C(C=C1)C1OCC(CO1)O